methyl 3-(4-amino-4-methyl-1-piperidinyl)-6-(2,3-dichlorophenyl)-5-hydroxy-pyrazine-2-carboxylate NC1(CCN(CC1)C=1C(=NC(=C(N1)O)C1=C(C(=CC=C1)Cl)Cl)C(=O)OC)C